C(C)OP(=O)(OCC)CC(=O)OCC Ethyl 2-(diethoxyphosphoryl)acetate